BrC=1C=C(CC2=NN=CN2C)C=C(C1)Br 3-(3,5-dibromobenzyl)-4-methyl-4H-1,2,4-triazole